C(C)(C)(C)C1=C(C(=NC=C1)C1=NC=CC=C1)C(C)(C)C di-tertbutyl-bipyridine